C1(CC1)C1=CC(=CC=2N(C(=NC21)C2=C(C=C(C=C2)N2C[C@H](CC2)C(=O)OC)F)C)C(=O)N2[C@@H](C1=CC=CC=C1CC2)C Methyl (3S)-1-(4-{4-cyclopropyl-1-methyl-6-[(1R)-1-methyl-1,2,3,4-tetrahydroisoquinoline-2-carbonyl]-1H-1,3-benzodiazol-2-yl}-3-fluorophenyl)pyrrolidine-3-carboxylate